N-(4-hydroxybicyclo[2.2.1]Hept-1-yl)pyrazine-2-carboxamide trifluoroacetate FC(C(=O)O)(F)F.OC12CCC(CC1)(C2)NC(=O)C2=NC=CN=C2